[I-].CC(C)[NH3+] (propan-2-yl)azanium iodide